2-phenylisothiazolo[4,5-c]pyridin C1(=CC=CC=C1)N1SC2=C(C=NC=C2)C1